(3-methyl-1-(pyrrolidin-1-yl)butan-2-yl)benzamide CC(C(CN1CCCC1)C1=C(C(=O)N)C=CC=C1)C